CN1C(N([C@H]2[C@H](OC)[C@H](O)[C@@H](CO)O2)C=CC1=O)=O 3,2'-O-dimethyl-uridine